Sedoheptulose OCC(=O)[C@@H](O)[C@H](O)[C@H](O)[C@H](O)CO